ClC=1C(=NC(=C(C1)Cl)Cl)C(CCCCN)N 1-(3,5,6-trichloro-2-pyridyl)-1,5-pentanediamine